3-Ketosphingosine CCCCCCCCCCCCC/C=C/C(=O)[C@H](CO)N